O1CC(C1)N1CCC(CC1)N1N=CC2=CC(=CC=C12)B1OC(C(O1)(C)C)(C)C 1-(1-(oxetan-3-yl)piperidin-4-yl)-5-(4,4,5,5-Tetramethyl-1,3,2-dioxaborolan-2-yl)-1H-indazole